ClC1=C(C=C(C(=O)NC=2N=CC3=CC=C(C=C3C2)C=2C=NN(C2)C)C=C1)S(=O)(=O)N1CCC(CC1)N(C)C 4-chloro-3-((4-(dimethylamino)piperidin-1-yl)sulfonyl)-N-(6-(1-methyl-1H-pyrazol-4-yl)isoquinolin-3-yl)benzamide